4',5'-dibromo-5-((26-chloro-13-oxo-3,6,9,12,17,20-hexaoxa-14-azahexacosyl)carbamoyl)-3-oxo-3H-spiro[isobenzofuran-1,9'-xanthene]-3',6'-diyl diacetate C(C)(=O)OC=1C=CC=2C3(C4=CC=C(C(=C4OC2C1Br)Br)OC(C)=O)OC(C1=CC(=CC=C13)C(NCCOCCOCCOCCOC(NCCOCCOCCCCCCCl)=O)=O)=O